C(#N)C1=C2CC(CC2=CC=C1OCC1N(CCC1)C(=O)OC(C)(C)C)C=O tert-Butyl 2-[(4-cyano-2-formyl-2,3-dihydro-1H-inden-5-yl)oxymethyl]pyrrolidine-1-carboxylate